1-iodo-3,5-octadecadiene ICCC=CC=CCCCCCCCCCCCC